[[3-(trifluoromethoxy)phenyl]methyl]acetamide FC(OC=1C=C(C=CC1)CCC(=O)N)(F)F